2-benzyl-3-oxo-5,7-dihydrocyclopenta[c]pyridine-6,6-dicarboxylic acid dimethyl ester COC(=O)C1(CC=2C(=CN(C(C2)=O)CC2=CC=CC=C2)C1)C(=O)OC